2-(1,3-Benzodioxol-5-yl)-7-[(3R)-3-methylpiperazin-1-yl]-4H-pyrido[1,2-a]pyrimidin-4-one O1COC2=C1C=CC(=C2)C=2N=C1N(C(C2)=O)C=C(C=C1)N1C[C@H](NCC1)C